ICCC(CCC)I 1,3-diiodohexane